C(CC(=O)[O-])CC(=O)OC1=C(C(=CC=C1C)[N+](=O)[O-])C (2,6-dimethyl-3-nitrophenyl) methylenediacetate